5-bromo-3-chloro-8-oxatricyclo[7.4.0.02,7]trideca-1(9),2,4,6,10,12-hexaene BrC1=CC(=C2C=3C=CC=CC3OC2=C1)Cl